sodium furancarboxylic acid salt O1C(=CC=C1)C(=O)[O-].[Na+]